C(C)(C)(C)N(C(O)=O)C1CC(N(CC1)C1=CC2=C(C=N1)N=C(S2)C=2C=NC(=CC2)N2CCCC2)C.COC2=C(C=C(C(=O)NCCC)C=C2)S(NCCC2=NC=CC=C2)(=O)=O 4-methoxy-N-propyl-3-(N-(2-(pyridin-2-yl)ethyl)sulfamoyl)benzamide tert-butyl-(2-methyl-1-(2-(6-(pyrrolidin-1-yl)pyridin-3-yl)thiazolo[4,5-c]pyridin-6-yl)piperidin-4-yl)carbamate